ClCCOC1=C(C=C(C=C1)Cl)Cl β-chloro-(2,4-dichloro)phenetole